NC1=NC(=NN1C(=O)NC1=CC=C(OCC(=O)OC)C=C1)NC1=CC=C(C=C1)C#N Methyl 2-(4-(5-amino-3-((4-cyanophenyl)amino)-1H-1,2,4-triazole-1-carboxamido)phenoxy)acetate